S(=O)(=O)(O)CCCSSCCCS(=O)(=O)O bis-(3-sulfopropyl)disulfide